1-{[2-(trimethylsilyl)ethoxy]Methyl}-1H-imidazole-2-carboxylic acid ethyl ester C(C)OC(=O)C=1N(C=CN1)COCC[Si](C)(C)C